(2S)-2-[[(2S,5R)-2-[(3-amino-3-oxo-propyl)carbamoyl]-3-methyl-7-oxo-1,6-diazabicyclo[3.2.1]oct-3-en-6-yl]oxy]-2-fluoro-acetic acid lithium salt [Li+].NC(CCNC(=O)[C@H]1N2C(N([C@H](C=C1C)C2)O[C@H](C(=O)[O-])F)=O)=O